(3R)-3-methyl-4-(6-methyl-7-(methylsulfonyl)-2-(1H-pyrazol-3-yl)-6,7,8,9-tetrahydro-2H-1,2,3,7-tetraazabenzo[cd]azulene-4-yl)morpholine C[C@H]1N(CCOC1)C=1C=C2C3=C(N(N=C3CCN(C2C)S(=O)(=O)C)C2=NNC=C2)N1